BrC=1C(NC(NN1)=O)=O 6-bromo-1,2,4-triazin-3,5(2H,4H)-dione